O=C1C(=C(C=NN1)N[C@@H](CN1CCCC1)C)C(F)(F)F (R)-1-((R)-2-((6-oxo-5-(trifluoromethyl)-1,6-dihydropyridazin-4-yl)amino)propyl)pyrrolidine